C(C)C(C(C)C)CC[C@@H](C)[C@H]1CC[C@H]2C3=CCC4C[C@H](CC[C@]4(C)[C@H]3CC[C@]12C)O 24-ethylcholest-7-en-3β-ol